(1s,3S,13R,16R,19s)-6-fluoro-13'-methyl-8',18'-dioxa-12'-azaspiro[morpholine-3,15'-tetracyclo[17.2.2.02,7.012,16]tricosane] FC1OC[C@@]2(CC(N3CCCOC4CCCCC4C4CCC(OCC23)CC4)C)NC1